OC(COC1=CC=C(C=C1)C(C)(C)C1=CC=C(C=C1)OCC(COC(C=C)=O)O)COC(C=C)=O 2,2-Bis[4-{2-hydroxy-3-acryloyloxypropoxy}phenyl]propan